CC1S(C(C12CCC2)C)(=O)=O 1,3-dimethyl-2,2-dioxido-2-thiaspiro[3.3]heptan